CN1N=C(C(=C1C)O)C1=CC=C(C=C1)C(F)(F)F 1,5-Dimethyl-3-(4-(trifluoromethyl)phenyl)-1H-pyrazol-4-ol